NC1=C(C=C(C(=C1F)Br)F)NC(C)=O N-(2-amino-4-bromo-3,5-difluorophenyl)acetamide